N-(1-bromoisoquinolin-3-yl)acetamide BrC1=NC(=CC2=CC=CC=C12)NC(C)=O